CC=1OC(=CC1C(=O)N1CC(\C(\CC1)=C\C#CC=1C=C(C#N)C=CC1)(C)C)C 3-[(3E)-3-{1-[(2,5-dimethylfuran-3-yl)carbonyl]-3,3-dimethylpiperidin-4-ylidene}prop-1-yn-1-yl]benzonitrile